C1(CC1)C=1C(=C(OC=2N=NC(=CC2C2=NOCC(N2)CC2=C(C=C(C=C2)C)C)C)C=CC1)F 3-(3-(3-cyclopropyl-2-fluorophenoxy)-6-methylpyridazin-4-yl)-5-(2,4-dimethylbenzyl)-5,6-dihydro-4H-1,2,4-oxadiazine